FC1CCN(CC1)CC1=CC=C(C=C1)NC(=O)NCC1=CC=C(C=C1)OC N-{4-[(4-fluoropiperidyl)methyl]phenyl}{[(4-methoxyphenyl)methyl]amino}carboxamide